BrC1=CN=CC=2C(CCCC12)N 4-Bromo-5,6,7,8-tetrahydroisoquinolin-8-amine